6-(3-((tert-butyldimethylsilyl)oxy)-6-chloro-2-methylphenyl)-2-(methylthio)-[1,2,4]triazolo[4',3':1,6]pyrido[2,3-d]pyrimidine [Si](C)(C)(C(C)(C)C)OC=1C(=C(C(=CC1)Cl)C1=CC2=C(N=C(N=C2)SC)N2C1=NN=C2)C